F\C(=C/C1=CC=C(C=C1)SC)\C1CCOCC1 (Z)-4-(1-fluoro-2-(4-(methylthio)phenyl)vinyl)tetrahydro-2H-pyran